C[C@@H]1O[C@H]([C@@H]([C@H]([C@@H]1O)O)O)OC=1C=CC=2C3=C(C=NC2C1)C=1C=CC(=CC1O[C@@H]3C3=CC=C(C=C3)OCCN3CC(C3)CF)C(F)(F)F Methyl-(2S,3S,4S,5R,6S)-6-[[(5R)-5-[4-[2-[3-(fluoromethyl)azetidin-1-yl]ethoxy]phenyl]-8-(trifluoromethyl)-5H-chromeno[4,3-c]quinolin-2-yl]oxy]-3,4,5-trihydroxy-tetrahydropyran